C(CCCCCC(=O)O)CCCCCO omega-hydroxydodecanoic acid